(2S,4R)-N-[(3-amino-1,2-benzoxazol-6-yl)methyl]-1-[(2S)-2-(4-cyclopropyltriazol-1-yl)-3,3-dimethyl-butanoyl]-4-hydroxy-pyrrolidine-2-carboxamide NC1=NOC2=C1C=CC(=C2)CNC(=O)[C@H]2N(C[C@@H](C2)O)C([C@H](C(C)(C)C)N2N=NC(=C2)C2CC2)=O